2-(cis-5-Aminoazepan-4-yl)-3-bromo-5-chloro-N-(thiophen-2-ylmethyl)thieno[3,2-b]pyridin-7-amine N[C@@H]1[C@@H](CCNCC1)C1=C(C2=NC(=CC(=C2S1)NCC=1SC=CC1)Cl)Br